tert-butyl (S)-1-((tert-butoxycarbonyl)amino)-5-fluoro-1,3-dihydrospiro[indene-2,4'-piperidine]-1'-carboxylate C(C)(C)(C)OC(=O)N[C@@H]1C2=CC=C(C=C2CC12CCN(CC2)C(=O)OC(C)(C)C)F